2-allyl-6-((1-isopropyl-1H-benzo[d][1,2,3]triazol-5-yl)amino)-1-(6-((1-methylpiperidin-4-yl)oxy)pyridin-2-yl)-1,2-dihydro-3H-pyrazolo[3,4-d]pyrimidin-3-one C(C=C)N1N(C2=NC(=NC=C2C1=O)NC1=CC2=C(N(N=N2)C(C)C)C=C1)C1=NC(=CC=C1)OC1CCN(CC1)C